CC1=NN(C=C1NC1=NC=C(C(=N1)NCCCN1CCN(CCC1=O)C)C#N)C1CN(CC1)C 2-((3-methyl-1-(1-methylpyrrolidin-3-yl)-1H-pyrazol-4-yl)amino)-4-((3-(4-methyl-7-oxo-1,4-diazepan-1-yl)propyl)amino)pyrimidine-5-carbonitrile